O=C1N(CCC(N1)=O)N1C(C2=CC=C(C=C2C1=O)CN1CCC(CC1)C1=CC(=CC=C1)C(F)(F)F)=O 2-(2,4-dioxotetrahydropyrimidin-1(2H)-yl)-5-((4-(3-(trifluoromethyl)phenyl)piperidin-1-yl)methyl)isoindoline-1,3-dione